benzyl-triphenylphosphine chloride salt [Cl-].C(C1=CC=CC=C1)C1=C(C=CC=C1)P(C1=CC=CC=C1)C1=CC=CC=C1